(1R,3S)-3-(3-amino-1H-pyrazol-5-yl)cyclopentyl (3-methyloxetan-3-yl)carbamate CC1(COC1)NC(O[C@H]1C[C@H](CC1)C1=CC(=NN1)N)=O